CN1CCC(CC1)NC=1C=NN(C1)C 1-methyl-N-(1-methyl-1H-pyrazol-4-yl)piperidin-4-amine